FC1=C(C(=O)O)C(=CC(=C1)N1[C@@H](COCC1)C(F)(F)F)F (S)-2,6-difluoro-4-(3-(trifluoromethyl)morpholino)benzoic acid